4-[(3-{4-[(1-methylpiperidin-4-yl)amino]-1-(2,2,2-trifluoroethyl)-1H-indol-2-yl}prop-2-yn-1-yl)amino]benzene-1-sulfonamide CN1CCC(CC1)NC1=C2C=C(N(C2=CC=C1)CC(F)(F)F)C#CCNC1=CC=C(C=C1)S(=O)(=O)N